BrC1=CC=C(C=C1)S(=O)(=O)NC1=C(C=CC=C1)N1C(CCC1)=O 4-bromo-N-(2-(2-oxopyrrolidin-1-yl)phenyl)benzenesulfonamide